bis-{4-(benzoxazol-2-yl)phenyl}-(9,9-diphenyl-9H-fluoren-2-yl)-amine O1C(=NC2=C1C=CC=C2)C2=CC=C(C=C2)N(C2=CC=1C(C3=CC=CC=C3C1C=C2)(C2=CC=CC=C2)C2=CC=CC=C2)C2=CC=C(C=C2)C=2OC1=C(N2)C=CC=C1